L-carnitine sulphate S(=O)(=O)(O)O[C@@H](C[N+](C)(C)C)CC([O-])=O